tert-Butyl (1R,2S,5S)-2-(((2,6-dichloro-8-fluoro-7-(6-fluoro-1-methyl-1H-indazol-7-yl)-4-hydroxyquinazolin-5-yl)oxy)methyl)-3,8-diazabicyclo[3.2.1]octane-8-carboxylate ClC1=NC2=C(C(=C(C(=C2C(=N1)O)OC[C@@H]1[C@H]2CC[C@@H](CN1)N2C(=O)OC(C)(C)C)Cl)C=2C(=CC=C1C=NN(C21)C)F)F